NC1=NC=C2N(C(N(C2=N1)[C@@H]1O[C@@H](C[C@H]1O)CO)=O)CCCC#N 4-(2-amino-9-((2R,3R,5S)-3-hydroxy-5-(hydroxymethyl)tetrahydrofuran-2-yl)-8-oxo-8,9-dihydro-7H-purin-7-yl)butanenitrile